ClC=1C=NC=C(C1NC(C1=CC(=C(C=C1)OCCC)OC(F)F)=O)Cl N-(3,5-dichloropyridin-4-yl)-3-difluoromethoxy-4-propoxybenzamide